C(C)(C)N(C1=CC=CC=C1)CC1=C(C=CC(=C1)[N+](=O)[O-])O 2-((Isopropyl-(phenyl)amino)methyl)-4-nitrophenol